3-(Spiro[benzopyran-2,4'-piperidin]-7-yl)piperidine-2,6-dione N1CCC2(CC1)OC1=C(C=C2)C=CC(=C1)C1C(NC(CC1)=O)=O